9-chloro-7-(2,3-difluorophenyl)-7H-pyrimido[5,4-d][2]benzazepin ClC1=CC2=C(C3=C(C=NC2C2=C(C(=CC=C2)F)F)C=NC=N3)C=C1